methyl (1r,4r)-4-(3-chloroanilino)-2'-{2-[(methanesulfonyl)oxy]ethyl}-2',3'-dihydrospiro[cyclohexane-1,1'-indene]-4-carboxylate ClC=1C=C(NC2(CCC3(C(CC4=CC=CC=C34)CCOS(=O)(=O)C)CC2)C(=O)OC)C=CC1